(1-Fluoromethyl-cyclopropyl)-{8-methyl-4-[1-(3-trifluoromethyl-phenyl)-ethylamino]-1,3-dihydro-2,5,6,8a-tetraaza-as-indacen-2-yl}-methanone FCC1(CC1)C(=O)N1CC=2N3C(=CN=C3N=C(C2C1)NC(C)C1=CC(=CC=C1)C(F)(F)F)C